2-(6-(((6-((tetrahydro-2H-pyran-4-yl)methyl)-4,5,6,7-tetrahydrothieno[2,3-c]pyridin-3-yl)methyl)amino)pyridazin-3-yl)-1,2-thiazinane 1,1-dioxide O1CCC(CC1)CN1CC2=C(CC1)C(=CS2)CNC2=CC=C(N=N2)N2S(CCCC2)(=O)=O